BrC1=C(C(=C(C(=O)OCC)C=C1)C)Cl ethyl 4-bromo-3-chloro-2-methyl-benzoate